F[C@@H]1C[C@H](N(C1)C(CC=1C=2N(C=CC1)C(NN2)=O)=O)C(=O)N[C@@H](C2=CC=CC=C2)C2=NC(=C(C=C2)C(C)C)F (2S,4R)-4-fluoro-N-[(S)-[6-fluoro-5-(propan-2-yl)pyridin-2-yl](phenyl)methyl]-1-(2-{3-oxo-2H,3H-[1,2,4]triazolo[4,3-a]pyridin-8-yl}acetyl)pyrrolidine-2-carboxamide